ClC=1C(=NC(=NC1)NC1=CC=NN1C)C1=CC=2C(N(CCC2S1)[C@@H](C(=O)N[C@H](CO)C1=CC(=CC(=C1)OC)F)C)=O (R)-2-(2-(5-Chloro-2-((1-methyl-1H-pyrazol-5-yl)amino)pyrimidin-4-yl)-4-oxo-6,7-dihydrothieno[3,2-c]pyridin-5(4H)-yl)-N-((S)-1-(3-fluoro-5-methoxyphenyl)-2-hydroxyethyl)propionamide